methylenediguanidine C(NC(=N)N)NC(=N)N